methyl 4-(N-butylamino)benzoate C(CCC)NC1=CC=C(C(=O)OC)C=C1